tert-butyl (S)-8-(hydroxymethyl)-2,6-diazaspiro[3.4]octane-2-carboxylate OC[C@@H]1CNCC12CN(C2)C(=O)OC(C)(C)C